(9aR)-8-(((2S)-6,6-dimethylbicyclo[3.1.1]heptan-2-yl)methyl)-9-oxooctahydro-2H-pyrazino[1,2-a]pyrazine-2-carbonitrile CC1(C2CC[C@@H](C1C2)CN2C([C@@H]1N(CCN(C1)C#N)CC2)=O)C